C(C)OC1=CC=C(C(=O)NC=2C=C3C=4CC(CCC4NC3=CC2)NC(C)CC)C=C1 6-(4-ethoxybenzoyl)amino-3-(sec-butyl)amino-1,2,3,4-tetrahydro-9H-carbazole